R-alpha-4-fluorophenylethylamine FC1=CC=C(C=C1)[C@@H](C)N